C(=O)(OCC1=CC=CC=C1)N[C@@H](C(C)C)C(=O)O carbobenzoxy-valine